(2-fluoro-3-{6-oxo-4-[5-(trifluoromethyl)pyridin-2-yl]-1,6-dihydropyrimidin-2-yl}-4-(trifluoromethyl)benzyl)-1-(imidazo[1,2-b]pyridazin-6-yl)piperidine-4-carboxamide FC1=C(CC2N(CCC(C2)C(=O)N)C=2C=CC=3N(N2)C=CN3)C=CC(=C1C=1NC(C=C(N1)C1=NC=C(C=C1)C(F)(F)F)=O)C(F)(F)F